COC1=CC=C2C3(CNC2=C1)CC3 6'-methoxyspiro[cyclopropane-1,3'-indoline]